OC1=C(C=C(C2=CC=CC=C12)NS(=O)(=O)C1=CC=C(C=C1)OC)C1=C(C=CC2=CC=CC=C12)O N-(1',2-Dihydroxy-1,2'-binaphthalen-4'-yl)-4-methoxybenzensulfonamid